methyl 6-bromo-2-isopropyl-1-oxo-2,3-dihydro-1H-indene-2-carboxylate BrC1=CC=C2CC(C(C2=C1)=O)(C(=O)OC)C(C)C